N1C=C(C=2C1=NC=CC2)C#CC=2C=C(C(=O)NC1=CC=C3C(=CN(C3=C1)C)C1=CC=C(C=C1)C#N)C=CC2C 3-((1H-Pyrrolo[2,3-b]pyridin-3-yl)ethynyl)-N-(3-(4-cyanophenyl)-1-methyl-1H-indol-6-yl)-4-methylbenzamide